COC=1C=CC=2N3C=CC(=NC3=NC2C1)C(=O)NC1=CC(=NC=C1)OC 5-methoxy-N-(2-methoxypyridin-4-yl)-1,8,10-triazatricyclo[7.4.0.02,7]trideca-2(7),3,5,8,10,12-hexaene-11-carboxamide